C(CCCCCCCCC)S(=O)(=O)C(CCCC)(N)N monodecansulfonyl-pentanediamine